[Br-].COC=1C(=CC2=C(C=3C[C@@H]4[N+](CC3C3=C2C=C(C=C3)OC)(CCC4)CC4=C(N=CN4C)[N+](=O)[O-])C1)OC (13aR)-2,3,6-trimethoxy-10-((1-methyl-4-nitro-1H-imidazol-5-yl)methyl)-10,11,12,13,13a,14-hexahydro-9H-dibenzo[f,h]pyrrolo[1,2-b]isoquinolin-10-ium bromide